FC1=C(CN2C(OCC=3C=NC=4N=C(C=CC4C32)OC)=O)C(=CC(=C1)SCC1=CC=C(C=C1)OC)F 1-(2,6-Difluoro-4-((4-methoxybenzyl)thio)benzyl)-8-methoxy-1,4-dihydro-2H-[1,3]oxazino[5,4-c][1,8]naphthyridin-2-one